CC(C)(C)S(=O)(=O)N1[C@@H](CCCC1)C(F)(F)F (2S)-1-(2-methylpropane-2-sulfonyl)-2-(trifluoromethyl)piperidine